[Cl-].[Cl-].C[Si](=[Zr+2](C1C(=CC2=C(C=CC=C12)C1=CC=CC=C1)CCC)C1C(=CC2=C(C=CC=C12)C1=CC=CC=C1)CCC)C Dimethylsilylene-bis(2-n-propyl-4-phenyl-indenyl)zirconium dichloride